C1(CC1)C(C)(C)NC1=NC(=NC=C1C(=O)N)NC1CCC(CC1)OC(F)F 4-(2-cyclopropylpropan-2-ylamino)-2-((1r,4r)-4-(difluoromethoxy)cyclohexylamino)pyrimidine-5-carboxamide